4-amino-8-methoxy-5,5-dimethyl-7-nitro-benzo[h]quinazolin-6-one NC1=NC=NC=2C3=C(C(C(C12)(C)C)=O)C(=C(C=C3)OC)[N+](=O)[O-]